tert-butyl 3-(4-bromo-3-fluorophenyl)morpholine-4-carboxylate BrC1=C(C=C(C=C1)C1N(CCOC1)C(=O)OC(C)(C)C)F